NCCCNC(=O)C12CC(C1)(C2)C(F)(F)C2=CC(=NC(=C2)N2CCN(CC2)S(=O)(=O)C2=CC=C(C=C2)N2C(C[C@H](C2)N)=O)Cl N-(3-aminopropyl)-3-[[2-chloro-6-[4-[4-[(4R)-4-amino-2-oxo-pyrrolidin-1-yl]phenyl]sulfonylpiperazin-1-yl]-4-pyridyl]-difluoro-methyl]bicyclo[1.1.1]pentane-1-carboxamide